tris-(2,3-dibromopropyl)phosphate BrC(COP(=O)(OCC(CBr)Br)OCC(CBr)Br)CBr